CC1=CC(=NN1C=1C=C2C=CN(C2=CC1)CC1=CC=C(C=C1)C=1CCN(CCC1)C)C(=O)N 5-methyl-1-(1-(4-(1-methyl-2,3,6,7-tetrahydro-1H-azepin-4-yl)benzyl)-1H-indol-5-yl)-1H-pyrazole-3-carboxamide